ClC1=CC(=NC=N1)NC(CCCN1CCOCC1)=O N-(6-chloropyrimidin-4-yl)-4-morpholinobutanamide